1-((R)-1-(5-hydroxy-4-oxo-1,4-dihydropyridazine-3-carbonyl)pyrrolidin-2-yl)-2-(3-(trifluoromethyl)phenyl)ethyl Methanesulfonate CS(=O)(=O)OC(CC1=CC(=CC=C1)C(F)(F)F)[C@@H]1N(CCC1)C(=O)C1=NNC=C(C1=O)O